4-(dimethylamino)benzoic acid, 2-ethyl-hexyl ester CN(C1=CC=C(C(=O)OCC(CCCC)CC)C=C1)C